4-(4-(2-Fluoroethoxy)phenyl)pyrimidin FCCOC1=CC=C(C=C1)C1=NC=NC=C1